3-(5-(4-(((S)-2-methylpiperidin-1-yl)methyl)pyridin-2-yl)-1-oxoisoindolin-2-yl)piperidine-2,6-dione C[C@@H]1N(CCCC1)CC1=CC(=NC=C1)C=1C=C2CN(C(C2=CC1)=O)C1C(NC(CC1)=O)=O